ClC=1C=C(C=CC1Cl)N1C(N([C@]2(C1=O)CCN(CCC2)CC2(CCOCC2)O)CC)=O (S)-3-(3,4-dichlorophenyl)-1-ethyl-8-((4-hydroxytetrahydro-2H-pyran-4-yl)methyl)-1,3,8-triazaspiro[4.6]undecane-2,4-dione